8-((4-(Difluoromethoxy)phenyl)sulfonyl)-N-(3-methoxybutan-2-yl)-8-azabicyclo[3.2.1]octan-3-amine FC(OC1=CC=C(C=C1)S(=O)(=O)N1C2CC(CC1CC2)NC(C)C(C)OC)F